C(C)(=O)NC=1C=C(C=CC1)C=1C=C2C(=NC1)N(C(=N2)C=2C(=NC=CC2)N)C2=CC=C(CNC(=O)C=1C=C(C=CC1)CC(=O)O)C=C2 2-(3-((4-(6-(3-acetamidophenyl)-2-(2-aminopyridin-3-yl)-3H-imidazo[4,5-b]pyridin-3-yl)benzyl)carbamoyl)phenyl)acetic acid